ClC1=CC(=C(C(=O)NCC2=CC=C(C=C2)S(N)(=O)=O)C=C1)OCC=1C(=NOC1C)C 4-chloro-2-((3,5-dimethylisoxazol-4-yl)methoxy)-N-(4-sulfamoylbenzyl)benzamide